BrC1=CC=C(C=C1)N1CC(C1)C=O 1-(4-bromophenyl)azetidine-3-carbaldehyde